1-[bis(dimethylamino)methyl]-1H-1,2,3-triazolo[4,5-b]pyridinium CN(C)C([NH+]1N=NC2=NC=CC=C21)N(C)C